nonafluoro-tert-butanol FC(C(C(F)(F)F)(C(F)(F)F)O)(F)F